N-[[6-(3-methylpyridine-4-carbonyl)-6-azaspiro[2.5]octan-2-yl]methyl]furo[2,3-c]pyridine-2-carboxamide CC=1C=NC=CC1C(=O)N1CCC2(C(C2)CNC(=O)C2=CC=3C(=CN=CC3)O2)CC1